(S)-10-ethyl-2,3,4,4a,5,6-hexahydro-1H,12H-pyrazino[1',2':5,6][1,5]oxazocino[2,3-g]quinoxalin-11(14H)-one hydrochloride Cl.C(C)C=1C(NC2=CC3=C(C=C2N1)OCC[C@@H]1N(C3)CCNC1)=O